3-(4-(2-(4-hydroxypiperidin-1-yl)-7-azaspiro[3.5]nonan-7-yl)-1-oxoisoindolin-2-yl)piperidine-2,6-dione OC1CCN(CC1)C1CC2(C1)CCN(CC2)C2=C1CN(C(C1=CC=C2)=O)C2C(NC(CC2)=O)=O